Natrium 3-(2',3'-Dichlorobiphenyl-3-yl)-3-(3-(1,5-dimethyl-4-oxido-2-oxo-1,2-dihydropyridin-3-yl)ureido)propanoat ClC1=C(C=CC=C1Cl)C1=CC(=CC=C1)C(CC(=O)[O-])NC(=O)NC=1C(N(C=C(C1[O-])C)C)=O.[Na+].[Na+]